N-[8-{(5,6-dichloropyridin-2-yl)oxy}chroman-3-yl]acrylamide ClC=1C=CC(=NC1Cl)OC=1C=CC=C2CC(COC12)NC(C=C)=O